2,2-dipropylpentane-1-amine C(CC)C(CN)(CCC)CCC